(R)-N-(1-(3-bromo-5-(2,2,2-trifluoroethoxy)phenyl)cyclopropyl)-3-(2,4-difluorophenyl)-3-hydroxybutanamide BrC=1C=C(C=C(C1)OCC(F)(F)F)C1(CC1)NC(C[C@@](C)(O)C1=C(C=C(C=C1)F)F)=O